CN(CCC=1OC(=C(N1)C)C=O)C (2-(2-(dimethylamino)ethyl)-4-methyloxazol-5-yl)methanone